N(=[N+]=[N-])CCOCCOCCOCCN1C(C=2C=CC=3C(N(C(C=4C3C2C(C1=O)=CC4)=O)CCOCCOCCOCCN=[N+]=[N-])=O)=O 2,7-bis(2-(2-(2-(2-azidoethoxy)ethoxy)ethoxy)ethyl)benzo[lmn][3,8]phenanthroline-1,3,6,8(2H,7H)-tetraone